(R)-3-[2-[3-(1-Amino-7-isoquinolyl)-4-methyl-phenyl]ethynyl]-3-hydroxy-1-(trideuteriomethyl)pyrrolidin-2-one NC1=NC=CC2=CC=C(C=C12)C=1C=C(C=CC1C)C#C[C@]1(C(N(CC1)C([2H])([2H])[2H])=O)O